C(C)(C)(C)OC(NC1=CC(=C(C(=C1)C(F)F)F)[C@@H](C)N[S@](=O)C(C)(C)C)=O (3-((R)-1-(((R)-tert-butylsulfinyl)amino)ethyl)-5-(difluoromethyl)-4-fluorophenyl)carbamic acid tertiary Butyl ester